Cl.N[C@@H](CC(=O)OCC1=CC=CC=C1)C(=O)OCC1=CC=CC=C1 Dibenzyl L-Aspartate Hydrochloride